N(N)C1=CC2=C(NC(=N2)N(C)C)C=C1 5-hydrazinyl-N,N-dimethyl-1H-benzo[d]imidazol-2-amine